BrC1=C(C(=C(C(O)=C1)O)Br)Br tribromocatechol